Benzyl (4S)-3-t-butoxycarbonyl-2,2-dioxo-1,2,3-oxathiazinane-4-carboxylate C(C)(C)(C)OC(=O)N1S(OCC[C@H]1C(=O)OCC1=CC=CC=C1)(=O)=O